(2E)-2-(2,3,6,7-tetrahydro-1H,5H-pyrido[3,2,1-ij]quinolin-9-ylmethylidene)hydrazinecarbothioamide C1CCN2C3=C(C=C(C=C13)\C=N\NC(N)=S)CCC2